FC(C1=C(C=CC(=C1)C(F)(F)F)C1CNC2=C(CC1)C=C(C=C2)F)(F)F 3-[2,4-bis(trifluoromethyl)phenyl]-7-fluoro-2,3,4,5-tetrahydro-1H-1-benzazepine